2-(tetramethylcyclopentylpentadienyl)-4,6-di-tert-butylphenyloxyzirconium dichloride [Cl-].[Cl-].CC(=C(C(=C(C1=C(C(=CC(=C1)C(C)(C)C)C(C)(C)C)O[Zr+2])C)C)C)CC1CCCC1